1,8-diacetyl-3-carboxyl-anthraquinone C(C)(=O)C1=CC(=CC=2C(C3=CC=CC(=C3C(C12)=O)C(C)=O)=O)C(=O)O